N1C=CC2=CC=C(C=C12)N1C=NC(=C1)N 1-(1H-indol-6-yl)-1H-imidazol-4-amine